NC1=C(N=C(C(=N1)C=1C=CC(N(C1)C)=O)C1=COC(=C1)C)CN 5-[6-amino-5-(aminomethyl)-3-(5-methylfuran-3-yl)pyrazin-2-yl]-1-methyl-1,2-dihydropyridin-2-one